C1(CC1)C=1NC(=NN1)C1CC2(CN(C2)C(=O)N2CC3(C2)CC(C3)CC3=CC(=CC=C3)[S@](=O)(=N)C(F)(F)F)C1 (R)-[6-(5-cyclopropyl-4H-1,2,4-triazol-3-yl)-2-azaspiro[3.3]heptan-2-yl]-[6-[[3-(trifluoromethylsulfonimidoyl)phenyl]methyl]-2-azaspiro[3.3]heptan-2-yl]methanone